undec-1-yne C#CCCCCCCCCC